C(C)OC(\C(=C/OCC)\C(=O)C=1C(=NC(=C(C1)Cl)Cl)Cl)=O (2Z)-3-ethoxy-2-[(Z)-2,5,6-trichloropyridine-3-carbonyl]prop-2-enoic acid ethyl ester